4-{6-[2-(2-Cyano-7-fluoro-4-methoxy-indol-1-yl)-ethylamino]-pyrimidin-4-yl}-2-ethoxy-benzoic acid C(#N)C=1N(C2=C(C=CC(=C2C1)OC)F)CCNC1=CC(=NC=N1)C1=CC(=C(C(=O)O)C=C1)OCC